5-methyl-N-(1-methyl-1H-pyrazol-4-yl)pyrimidin-2-amine CC=1C=NC(=NC1)NC=1C=NN(C1)C